CN1N(C=CC1)COCC[Si](C)(C)C 2-methyl-1-((2-(trimethylsilyl)ethoxy)methyl)-1,2-dihydro-3H-pyrazole